diethoxymethyl-oxiranylsilane C(C)OC(OCC)[SiH2]C1OC1